ClC=1C(=C(C(=CC1)O)B(O)O)F 3-chloro-2-fluoro-6-hydroxyphenylboronic acid